1-aminoethyl-2,3-dimethyl-imidazole NC(C)C=1N(C(=NC1)C)C